2,4,5-trifluoro-phenylacetic acid sodium [Na].FC1=C(C=C(C(=C1)F)F)CC(=O)O